BrC=1C=C(N(N1)C1=NC=CC=C1Cl)C(=O)NC1=C(C(=O)N(N(C(=O)OC)C)C)C=C(C=C1C)Cl methyl N'-(2-{[5-bromo-2-(3-chloro-pyridin-2-yl)-2H-pyrazole-3-carbonyl]-amino}-5-chloro-3-methylbenzoyl)-N,N'-dimethylhydrazinecarboxylate